3-((R)-8-(4'-(morpholinomethyl)biphenyl-3-ylsulfonyl)-1-oxa-8-azaspiro[4.5]decan-3-ylamino)propan-2-ol ethyl-2-bromo-2-(5-isopropyl-2-(trifluoromethoxy)phenyl)acetate C(C)C(C(=O)OC(C)CN[C@H]1COC2(C1)CCN(CC2)S(=O)(=O)C=2C=C(C=CC2)C2=CC=C(C=C2)CN2CCOCC2)(C2=C(C=CC(=C2)C(C)C)OC(F)(F)F)Br